(E)-4-((2-(2,6-dioxopiperidin-3-yl)-1,3-dioxoisoindolin-5-yl)oxy)-N-(4-(2-((4-(2-(3-methylbenzylidene)hydrazino)-6-morpholinopyrimidin-2-yl)oxy)ethyl)phenyl)butanamide O=C1NC(CCC1N1C(C2=CC=C(C=C2C1=O)OCCCC(=O)NC1=CC=C(C=C1)CCOC1=NC(=CC(=N1)N/N=C/C1=CC(=CC=C1)C)N1CCOCC1)=O)=O